(R)-N-(1-(3-(difluoromethyl)-2-fluorophenyl)ethyl)-2-methyl-6-(1,2,3,6-Tetrahydropyridin-4-yl)pyrido[2,3-d]pyrimidin-4-amine FC(C=1C(=C(C=CC1)[C@@H](C)NC=1C2=C(N=C(N1)C)N=CC(=C2)C=2CCNCC2)F)F